2-(4-cyclopropyl-6-methoxy-pyrimidin-5-yl)-4-[[6-[1-ethyl-4-(trifluoromethyl)imidazol-2-yl]-5-fluoro-3-pyridyl]methoxy]-7H-pyrrolo[2,3-d]pyrimidine C1(CC1)C1=NC=NC(=C1C=1N=C(C2=C(N1)NC=C2)OCC=2C=NC(=C(C2)F)C=2N(C=C(N2)C(F)(F)F)CC)OC